(2r,4r)-4-((6-((1-(tert-butyl)-5-methyl-1H-pyrazol-3-yl)amino)-4-(difluoromethyl)-3-fluoropyridin-2-yl)methyl)-2-methylpiperidine-4-carboxylic acid tert-butyl ester C(C)(C)(C)OC(=O)[C@]1(C[C@H](NCC1)C)CC1=NC(=CC(=C1F)C(F)F)NC1=NN(C(=C1)C)C(C)(C)C